(E)-2-undecanal CC(CCCCCCCCC)=O